N1=CN=CC(=C1)CC(=O)O 2-(pyrimidin-5-yl)acetic acid